5-nonadienal C=CC=CC(CCCC)=O